5-(2,6-dichloro-4-nitrophenoxy)-1H-pyridin-2-one ClC1=C(OC=2C=CC(NC2)=O)C(=CC(=C1)[N+](=O)[O-])Cl